rac-methyl (4bR,6R,7S,7aR)-7a-(4-bromophenyl)-4-chloro-4b-hydroxy-5-oxo-7-phenyl-4b,6,7,7a-tetrahydro-5H-cyclopenta[4,5]furo[2,3-c]pyridine-6-carboxylate BrC1=CC=C(C=C1)[C@]12[C@](C3=C(C=NC=C3Cl)O1)(C([C@@H]([C@H]2C2=CC=CC=C2)C(=O)OC)=O)O |r|